C1(CCCCC1)CC1=CC2=C(S1)C1=CC=3C=CC4=C(SC(=C4)CC4CCCCC4)C3C=C1C=C2 2,8-bis(cyclohexylmethyl)anthra[1,2-b:5,6-b']dithiophene